BrC(C(=O)N)I bromo(iodo)acetamide